NN[C@@H](CCCCN)C(=O)O amino-lysine